(3-iodopropyl)tris(1-methylethoxy)-silane ICCC[Si](OC(C)C)(OC(C)C)OC(C)C